(R)-8-(8-((2-amino-5-chloropyridin-4-yl)thio)-[1,2,4]tri-azolo[4,3-c]pyrimidin-5-yl)-8-azaspiro[4.5]decan-1-amine NC1=NC=C(C(=C1)SC=1C=2N(C(=NC1)N1CCC3(CCC[C@H]3N)CC1)C=NN2)Cl